dimethyleicosyl-[3-(trimethoxysilyl)propyl]ammonium iodide [I-].C[N+](CCC[Si](OC)(OC)OC)(CCCCCCCCCCCCCCCCCCCC)C